FC1=CC(=NC(=C1C(F)(F)F)OC)C=1C=NC=CC1 4-fluoro-6-methoxy-2-(3-pyridyl)-5-trifluoromethylpyridine